N1(C=NC=C1)C1CCN(CC1)CC1=C2C(=NC(=C1)C=1C=C3CN(C(C3=CC1)=O)C1C(NC(CC1)=O)=O)N(C=C2)C 3-(5-(4-((4-(1H-imidazol-1-yl)piperidin-1-yl)methyl)-1-methyl-1H-pyrrolo[2,3-b]pyridin-6-yl)-1-oxoisoindolin-2-yl)piperidine-2,6-dione